4-[4-(difluoromethoxy)phenoxy]piperidine-1-carboxylic acid tert-butyl ester C(C)(C)(C)OC(=O)N1CCC(CC1)OC1=CC=C(C=C1)OC(F)F